C(C1=CC=CC=C1)N1CCC(CC1)OCC=O 2-((1-Benzylpiperidin-4-yl)oxy)acetaldehyde